FC(OC1=NC(=CC=C1NC(=O)C1(CN(C1)C(CCCC(=O)O)=O)C1=C(C=CC=C1)C(C)C)C)F 5-(3-((2-(difluoromethoxy)-6-methylpyridin-3-yl)carbamoyl)-3-(2-isopropylphenyl)azetidin-1-yl)-5-oxopentanoic acid